C(C=C)(=O)OC(CCCCCCC)OC(C=C)=O octanediol diacrylate